1-ethyl-methylindol C(C)N1C(=CC2=CC=CC=C12)C